2-amino-7-((2',3'-dichloro-[1,1'-biphenyl]-2-yl)oxy)-1,2,3,4-tetrahydronaphthalene-2-carboxylic acid NC1(CC2=CC(=CC=C2CC1)OC1=C(C=CC=C1)C1=C(C(=CC=C1)Cl)Cl)C(=O)O